OCC1CC(C2=CC=CC=C2C1)NC(=O)C=1C(NC(=CC1)C(F)(F)F)=O N-(3-(hydroxymethyl)-1,2,3,4-tetrahydronaphthalen-1-yl)-2-oxo-6-(trifluoromethyl)-1,2-dihydropyridine-3-carboxamide